C(C)(C)(C)OC(=O)N1[C@@H](CC1)C(=O)N1CCN(C2(C1)CCN(C(CC2)=O)CC(=O)O)C 2-(4-((S)-1-(tert-butoxycarbonyl)azetidine-2-carbonyl)-1-methyl-10-oxo-1,4,9-triazaspiro[5.6]dodecan-9-yl)acetic acid